C(C)(=O)C=1C(=NC=CN1)C=1OCC(N(N1)C)=O 2-(3-acetylpyrazin-2-yl)-4-methyl-1,3,4-oxadiazin-5-one